(E)-2-((4-fluoro-1-(3-fluorobenzyl)piperidin-4-yl)methylene)-5,6-dimethoxy-2,3-dihydrobenzo[b]thiophene 1,1-dioxide FC1(CCN(CC1)CC1=CC(=CC=C1)F)\C=C\1/CC2=C(S1(=O)=O)C=C(C(=C2)OC)OC